ClC1=C(C=C(C=C1)N(C(C1=C(C=C(C(=O)NC)C=C1)C)=O)C)C1=NC=CC=C1 N1-(4-chloro-3-(pyridin-2-yl)phenyl)-N,N4,2-trimethylterephthalamide